methyl m-bromophenylacetate BrC=1C=C(C=CC1)CC(=O)OC